[Al].[P]=O phosphorus oxide aluminum